1-(2,2-Difluoroethyl)-6-[3-(2-methoxy-4-methylsulfonyl-anilino)prop-1-ynyl]-N-(1-methyl-4-piperidyl)benzimidazole-4-carboxamide FC(CN1C=NC2=C1C=C(C=C2C(=O)NC2CCN(CC2)C)C#CCNC2=C(C=C(C=C2)S(=O)(=O)C)OC)F